C(C)O[Si](Cl)(OCC)OCC tri(ethoxy)chlorosilane